2-fluoro-7,8,9,10-tetrahydro-5H-pyrazino[1,2-a]pyrido[3,2-e]pyrazine FC=1C=CC=2NC=C3N(C2N1)CCNC3